C1(CCCC1)C1=NC2=C(C(=NC=C2)NC(CC2=CC(=CC(=C2)C=2C=NN(C2)C)F)=O)N1 N-(2-cyclopentyl-3H-imidazo[4,5-c]pyridin-4-yl)-2-(3-fluoro-5-(1-methyl-1H-pyrazol-4-yl)phenyl)acetamide